F[C@H]1[C@@H](O[C@@H]([C@H]1O)CO)N1C=CC2=C1N=CN=C2NC(C2=CC=CC=C2)=O N-(7-((2R,3R,4R,5R)-3-fluoro-4-hydroxy-5-(hydroxymethyl)tetrahydrofuran-2-yl)-7H-pyrrolo[2,3-d]pyrimidin-4-yl)benzamide